F[C@@H]1CC2=CC=3CCCC3C(=C2C1)NC(=O)NS(=O)(=N)C=1C=NN2C1OCC(C2)(C)C N-(((R)-2-fluoro-1,2,3,5,6,7-hexahydro-s-indacen-4-yl)carbamoyl)-6,6-dimethyl-6,7-dihydro-5H-pyrazolo[5,1-b][1,3]oxazine-3-sulfonimidamide